C(=O)O.NC[C@@H](C)NC(=O)N1CCN(CC1)C(C1=C(C=C(C=C1)NC=1C=2N(C=CN1)C(=CN2)C2=C(C(=C(C=C2)OC)F)Cl)C)=O N-[(1R)-2-amino-1-methyl-ethyl]-4-[4-[[3-(2-chloro-3-fluoro-4-methoxyphenyl)imidazo[1,2-a]pyrazin-8-yl]amino]-2-methylbenzoyl]piperazine-1-carboxamide formate